CN1C(C(=C(C=C1)C1=C(C=CC=C1)C=1N=C2N(C=CC(=C2)C(=O)N2CCN(CC2)C(=O)OC(C)(C)C)C1CC)C)=O tert-butyl 4-[2-[2-(1,3-dimethyl-2-oxo-4-pyridyl)phenyl]-3-ethyl-imidazo[1,2-a]pyridine-7-carbonyl]piperazine-1-carboxylate